C(C)S(=O)(=O)C=1C=C(C=NC1C1=NC2=C(C=NC(=C2)C(F)(F)F)N1C)NC(C(C)(C)C)=O N-[5-ethylsulfonyl-6-[3-methyl-6-(trifluoromethyl)imidazo[4,5-c]pyridin-2-yl]-3-pyridinyl]-2,2-dimethyl-propionamide